CN1N=NC(=C1NC(O[C@H](C)C=1C(=NC=C(C1)Cl)F)=O)C1=NC=C(C=C1)NS(=O)(=O)C (R)-1-(5-chloro-2-fluoropyridin-3-yl)ethyl (1-methyl-4-(5-(methyl-sulfonamido) pyridin-2-yl)-1H-1,2,3-triazol-5-yl)carbamate